5-chloro-2-cyclopropyl-6-(3-nitrophenyl)-3-oxopyridazine-4-carboxylic acid ethyl ester C(C)OC(=O)C=1C(N(N=C(C1Cl)C1=CC(=CC=C1)[N+](=O)[O-])C1CC1)=O